O=C(C(=O)OC)CC(C=1SC(=NN1)C1=CC=CC=C1)=O Methyl 2,4-dioxo-4-(5-phenyl-1,3,4-thiadiazol-2-yl)butanoate